(2R,6R)-4-(2-fluoro-6-((1,1,1-trifluorobutan-2-yl)oxy)benzyl)-1-isobutyryl-6-methyl-N-(4-(pyrimidin-2-yl)benzyl)piperazine-2-carboxamide FC1=C(CN2C[C@@H](N([C@@H](C2)C)C(C(C)C)=O)C(=O)NCC2=CC=C(C=C2)C2=NC=CC=N2)C(=CC=C1)OC(C(F)(F)F)CC